5-hydroxy-7-decynoic acid OC(CCCC(=O)O)CC#CCC